2-[(3aR,5R,6aS)-5-[(3,5-dimethylphenyl)methyl]-5-hydroxy-octahydrocyclopenta[c]pyrrol-2-yl]-1-(4-hydroxyphenyl)ethan-1-one CC=1C=C(C=C(C1)C)CC1(C[C@@H]2[C@@H](CN(C2)CC(=O)C2=CC=C(C=C2)O)C1)O